ClC1=C(C=CC(=C1)S(=O)(=O)N1CC(C1)OC1=CC=CC=C1)C1=CC=C(C(=N1)C#N)F 6-(2-chloro-4-((3-phenoxyazetidin-1-yl)sulfonyl)phenyl)-3-fluoropyridinecarbonitrile